tert-butyl 2,2-dimethyl-3-methylenepiperidine-1-carboxylate CC1(N(CCCC1=C)C(=O)OC(C)(C)C)C